FC1=C(C=CC(=C1)F)P(Cl)C1=C(C=C(C=C1)F)F bis(2,4-difluorophenyl)chlorophosphine